C(C)(C)(C)OC(=O)N[C@@H](C(C)C)C(=O)O (t-butoxycarbonyl)-L-valine